ClC=1C=C(C=CC1)C1=NC=CC=C1Cl (3-chlorophenyl)-3-chloropyridine